ClC1=NC(=C2N=CN(C2=N1)C)N1C[C@H](N(C[C@@H]1CO)C(=O)OC(C)(C)C)C tert-butyl (2R,5R)-4-(2-chloro-9-methyl-9H-purin-6-yl)-5-(hydroxymethyl)-2-methylpiperazine-1-carboxylate